O-trityl-hydroxylamine Cyclohexylmethyl-((((2R,3S,4R,5S)-5-(4-aminopyrrolo[2,1-f][1,2,4]triazin-7-yl)-2-cyano-3,4-dihydroxytetrahydrofuran-2-yl)methoxy)(phenoxy)phosphoryl)-L-alaninate C1(CCCCC1)CN([C@@H](C)C(=O)O)P(=O)(OC1=CC=CC=C1)OC[C@]1(O[C@H]([C@@H]([C@@H]1O)O)C1=CC=C2C(=NC=NN21)N)C#N.C(C2=CC=CC=C2)(C2=CC=CC=C2)(C2=CC=CC=C2)ON